6-Methyl-4-[(1-methylcyclopropyl)amino]-N-(4-methyloxyhex-4-yl)furo[2,3-d]pyrimidine-5-carboxamide CC1=C(C2=C(N=CN=C2NC2(CC2)C)O1)C(=O)NC(CCC)(CC)OC